C1(=CC=C(C=C1)C1SCCCS1)C 2-p-tolyl-1,3-dithiane